ClC=1C=CC(=C(CN(C(\C=C\CN2CCCCC2)=O)C2CC3=CC=C(C=C3C2)C(NCCC)=O)C1)OCCOC (E)-N-(5-chloro-2-(2-methoxyethoxy)benzyl)-4-(piperidin-1-yl)-N-(5-(N-propylcarbamoyl)-2,3-dihydro-1H-inden-2-yl)but-2-enamide